ClC1=C(C=CC=C1)\C=N/S(=O)C(C)(C)C N-[(Z)-(2-chlorophenyl)methylidene]-2-methylpropane-2-sulfinamide